(S)-4-(4-chlorophenyl)-2,3,6,9-tetramethyl-6H-thieno[3,2-f][1,2,4]triazolo[4,3-a][1,4]diazepine ClC1=CC=C(C=C1)C1=N[C@H](C=2N(C3=C1C(=C(S3)C)C)C(=NN2)C)C